4-amino-N-(5-methylpyridin-2-yl)-2-(2H-tetrazol-5-yl)benzamide NC1=CC(=C(C(=O)NC2=NC=C(C=C2)C)C=C1)C=1N=NNN1